CN1CCN(CC1)C(CCC(=O)N)=O 4-(4-methyl-piperazin-1-yl)-4-oxo-butyramide